ClC=1C(=NC(=NC1)NC1CCC(CC1)O)C=1C(=NOC1)CC1CC1 (1r,4r)-4-((5-Chloro-4-(3-(cyclopropylmethyl)isoxazol-4-yl)pyrimidin-2-yl)amino)cyclohexan-1-ol